1-(3,4-dimethoxyphenyl)-2-(dimethylamino)-2-(phenylmethyl)-butan-1-one COC=1C=C(C=CC1OC)C(C(CC)(CC1=CC=CC=C1)N(C)C)=O